(2S)-N-(5-(3,5-dimethylisoxazol-4-yl)-2-((2-hydroxypropyl)amino)phenyl)-5-oxopyrrolidine-2-carboxamide CC1=NOC(=C1C=1C=CC(=C(C1)NC(=O)[C@H]1NC(CC1)=O)NCC(C)O)C